BrC1=NC=CC(=N1)Br 2,4-dibromopyrimidine